C1=CC=CC=2C3=CC=CC=C3C(C12)COC(NCC(NCOCC(NCC(=O)OCC1=CC=CC=C1)=O)=O)=O Benzyl 1-(9H-fluoren-9-yl)-3,6,11-trioxo-2,9-dioxa-4,7,12-triazatetradecan-14-oate